2,3-dihydroxypropyl (E)-16-hydroxyhexadec-10-enoate OCCCCC/C=C/CCCCCCCCC(=O)OCC(CO)O